C(CCCNC(C(=C)C)=O)NC(C(=C)C)=O N,N'-butylenebismethacrylamide